di-n-tridecyl-amine C(CCCCCCCCCCCC)NCCCCCCCCCCCCC